2-(4-(3-chloro-2-(2-chloro-3-(6-methoxy-5-((7-oxo-2,6-diazaspiro[3.4]octan-2-yl)methyl)pyridin-2-yl)phenyl)pyridin-4-yl)-2-methoxybenzyl)-2,6-diazaspiro[3.4]octan-7-one ClC=1C(=NC=CC1C1=CC(=C(CN2CC3(C2)CNC(C3)=O)C=C1)OC)C1=C(C(=CC=C1)C1=NC(=C(C=C1)CN1CC3(C1)CNC(C3)=O)OC)Cl